6-[5-(5-chloro-2,4-difluoro-phenyl)-1H-imidazol-4-yl]-N-[2-(4-isopropylpiperazin-1-yl)ethyl]quinolin-3-amine ClC=1C(=CC(=C(C1)C1=C(N=CN1)C=1C=C2C=C(C=NC2=CC1)NCCN1CCN(CC1)C(C)C)F)F